C1(CC1)C1=CC(=NN1)N(C1=NC(=NC=C1)N1C2CCC(C1)(C2)CO)C [2-[4-[(5-Cyclopropyl-1H-pyrazol-3-yl)-methyl-amino]pyrimidin-2-yl]-2-azabicyclo[2.2.1]heptan-4-yl]methanol